C(#N)NC1=NC(=CC=C1C#N)OC 2-(cyanoamino)-6-methoxypyridine-3-carbonitrile